[N+](=O)([O-])C1=CC=C(C=C1)N1CCC(CC1)C(=O)O 1-(4-nitrophenyl)-4-piperidinic acid